3-[4-[4-[1-(4-amino-2-ethyl-5-methoxy-phenyl)-4-piperidyl]-1-piperidyl]-1-oxo-isoindolin-2-yl]piperidine-2,6-dione NC1=CC(=C(C=C1OC)N1CCC(CC1)C1CCN(CC1)C1=C2CN(C(C2=CC=C1)=O)C1C(NC(CC1)=O)=O)CC